CC=1OC2=C(C1C(=O)OCC)C=C(C=C2)OCC2(CC2)C(F)(F)F ethyl 2-methyl-5-((1-(trifluoromethyl)cyclopropyl)methoxy)benzofuran-3-carboxylate